6-(Difluoromethoxy)-8-methyl-2-(2-methyl-1-benzofuran-3-yl)quinoline FC(OC=1C=C2C=CC(=NC2=C(C1)C)C1=C(OC2=C1C=CC=C2)C)F